S1C2=C(C=C1)C(=CC=C2)N2CCC(CC2)CCN[C@@H]2CC1=C(N=C(S1)N)CC2 (S)-N6-(2-(1-(benzo[b]thiophen-4-yl)piperidin-4-yl)ethyl)-4,5,6,7-tetrahydrobenzo[d]thiazole-2,6-diamine